1-((tert-butyldimethylsilyl)imino)-6-fluoro-2,7-dimethyl-1,2-dihydro-3H-1λ4-benzo[d]isothiazol-3-one 1-oxide [Si](C)(C)(C(C)(C)C)N=S1(N(C(C2=C1C(=C(C=C2)F)C)=O)C)=O